N-((2-methyl-1,3-dioxolan-2-yl)methyl)methan-d3-amine CC1(OCCO1)CNC([2H])([2H])[2H]